(S)-N-(4-Cyano-3-(trifluoromethyl)phenyl)-3-(4-fluoro-1H-pyrazol-1-yl)-2-hydroxy-2-methylpropanamide succinate C(CCC(=O)O)(=O)O.C(#N)C1=C(C=C(C=C1)NC([C@@](CN1N=CC(=C1)F)(C)O)=O)C(F)(F)F